C(#N)C[C@@H]1[C@@H]2CNC[C@H](C1)N2C(=O)OC(C)(C)C tert-butyl (1S,5R,6R)-6-(cyanomethyl)-3,8-diazabicyclo[3.2.1]octane-8-carboxylate